BrC1=C(C=C(C(=O)NCC2=CC(=C(C=C2)OC)F)C=C1)[N+](=O)[O-] 4-bromo-N-(3-fluoro-4-methoxybenzyl)-3-nitrobenzamide